di(tert-butyl)(fluoro){1-[(2-methoxyethoxy)methyl]-4-methyl-5-pyrazolyl}silane C(C)(C)(C)[Si](C1=C(C=NN1COCCOC)C)(F)C(C)(C)C